NC1CCN(CC1)C1=C(N=NC2=CC=C(C=C12)C=1C(=C(C#N)C=CC1)O)C1=CC(=CC(=C1)C)Cl 3-[4-(4-Aminopiperidin-1-yl)-3-(3-chloro-5-methylphenyl)cinnolin-6-yl]-2-hydroxybenzonitril